3-methyl-5-phenyl-pentan-1-ol CC(CCO)CCC1=CC=CC=C1